CC1=CC=C(C=C1)S(=O)(=O)OCCOCCOCCOCCOCCN(C)C(=O)OC(C)(C)C 2-[2-[2-[2-[2-[tert-butoxycarbonyl(methyl) amino]ethoxy]ethoxy]ethoxy]ethoxy]ethyl 4-methylbenzenesulfonate